C(C1=CC=CC=C1)[C@H]1N(CCN(C1)S(=O)(=O)C)C1=NC=C2C(=N1)NN=C2C=2C(=C(C(=C(C2)C(F)(F)F)F)O)F (R)-3-(6-(2-Benzyl-4-(methylsulfonyl)piperazin-1-yl)-1H-pyrazolo[3,4-d]pyrimidin-3-yl)-2,6-difluoro-5-(trifluoromethyl)phenol